C(CCC)C1(SC2=C(C(=N1)C=1C=NN3C1C(=CC=C3)C)C=CC=C2)C 2-butyl-2-methyl-4-(4-methylpyrazolo[1,5-a]pyridin-3-yl)-2H-benzo[e][1,3]thiazine